O=C1N(C(C2=CC=CC=C12)=O)CC1(CCCCC1)CC(=O)O 2-(1-((1,3-dioxoisoindolin-2-yl)methyl)cyclohexyl)acetic acid